N-(3,5-Difluorophenyl)-7-chlorochinolin-4-amin FC=1C=C(C=C(C1)F)NC1=CC=NC2=CC(=CC=C12)Cl